ClC1=NC(=CC(=C1N1CCC(CC1)(C1=NN=CN1C)F)C#N)C(C)(C)O 2-chloro-3-[4-fluoro-4-(4-methyl-4H-1,2,4-triazol-3-yl)piperidin-1-yl]-6-(2-hydroxypropan-2-yl)pyridine-4-carbonitrile